tert-butyl 7-[1-[2-(2,6-dioxo-3-piperidyl)-1-oxo-isoindolin-5-yl]azetidin-3-yl]-2,7-diazaspiro[3.5]nonane-2-carboxylate O=C1NC(CCC1N1C(C2=CC=C(C=C2C1)N1CC(C1)N1CCC2(CN(C2)C(=O)OC(C)(C)C)CC1)=O)=O